NC=1N=C(C2=C(N1)C=C(C=N2)C=2C=NC(=CC2)CN2CCCC2)NC(CO)(CCCC)C 2-((2-Amino-7-(6-(pyrrolidin-1-ylmethyl)pyridin-3-yl)pyrido[3,2-d]pyrimidin-4-yl)amino)-2-methylhexan-1-ol